(2,6-Dichloropyridin-4-yl)methyl (S)-2-amino-4-(1H-pyrrolo[2,3-b]pyridin-3-yl)butanoate dihydrochloride Cl.Cl.N[C@H](C(=O)OCC1=CC(=NC(=C1)Cl)Cl)CCC1=CNC2=NC=CC=C21